COC(CCC=CCC(C=CC#CC=CC=C)O)=O 7-hydroxypentadec-4,8,12,14-tetraen-10-ynoic acid methyl ester